ClC1=C(C(=O)N(C)OC)C=CC(=C1)C(F)(F)F 2-chloro-N-methoxy-N-methyl-4-(trifluoromethyl)benzamide